N-(2-((3-fluoro-4-(trimethylsilyl)phenyl)amino)-1-(4-methoxyphenyl)-2-oxoethyl)-3-hydroxyazetidine-1-carboxamide FC=1C=C(C=CC1[Si](C)(C)C)NC(C(C1=CC=C(C=C1)OC)NC(=O)N1CC(C1)O)=O